COCC1=CC=C(O1)C(=O)OCCC propyl 5-(methoxymethyl)furan-2-carboxylate